Methanesulfonic acid (2S,3S)-1-benzhydryl-2-methylazetidin-3-yl ester C(C1=CC=CC=C1)(C1=CC=CC=C1)N1[C@H]([C@H](C1)OS(=O)(=O)C)C